3-(3-{[4-(4-Fluoro-phenyl)-thiazol-2-yl]-methyl-amino}-6-piperidin-4-yl-imidazo[1,2-a]pyridin-2-yl)-propionitrile FC1=CC=C(C=C1)C=1N=C(SC1)N(C1=C(N=C2N1C=C(C=C2)C2CCNCC2)CCC#N)C